N-(2,4-Difluoro-3-(5-phenyl-1H-pyrazolo[3,4-b]pyridin-3-carbonyl)phenyl)propan-1-sulfonamid FC1=C(C=CC(=C1C(=O)C1=NNC2=NC=C(C=C21)C2=CC=CC=C2)F)NS(=O)(=O)CCC